4-amino-N-methyl-N-phenylbenzenesulfonamide CN(C1=CC=CC=C1)S(=O)(=O)C2=CC=C(C=C2)N